7-p-toluenesulfonyl-7-azabicyclo[4.1.0]heptane CC1=CC=C(C=C1)S(=O)(=O)N1C2CCCCC12